COC1=C(C=C(C=C1)C)[C@]1([C@H](C1)C=1C=NC(=NC1)OC)C(=O)NS(=O)(=O)C=1C=2C=CC(=NC2C=CC1)C (1S,2R)-1-(2-methoxy-5-methylphenyl)-2-(2-methoxypyrimidin-5-yl)-N-(2-methylquinoline-5-sulfonyl)cyclopropane-1-carboxamide